FC1=C(C(=C2CCCC2=C1)[N+](=O)[O-])N 6-fluoro-4-nitro-2,3-dihydro-1H-inden-5-amine